6-cyclopropyl-7-(4-cyclopropyl-1H-imidazol-1-yl)isoquinolin-1(2H)-one C1(CC1)C=1C=C2C=CNC(C2=CC1N1C=NC(=C1)C1CC1)=O